COC1=NC=2N(C=C1)N=CC2C(=O)OCC ethyl 5-methoxypyrazolo[1,5-a]pyrimidine-3-carboxylate